C(C)N(C(=O)C=1SC=CC1OC=1C(=NC=NC1)NC=1C=C(C2=CC3=CC=CC=C3N=C2C1)CC1CCC(CC1)SCC)C(C)C N-ethyl-3-((4-((1-(((1r,4r)-4-(ethylsulfanyl)-cyclohexyl)-methyl)-acridin-3-yl)amino)-pyrimidin-5-yl)-oxy)-N-isopropyl-thiophene-2-carboxamide